OC1(C[C@@H]2[C@H](CNC2)C1)C1=CC=C(C=C1)C1=CC(=CC2=CC(=CC=C12)C1=CC=C(C=C1)C(F)(F)F)C(=O)O rac-4-(4-((3aR,6aR)-5-hydroxyoctahydrocyclopenta[c]pyrrol-5-yl)phenyl)-7-(4-(trifluoromethyl)phenyl)-2-naphthoic acid